NC1(CCN(CC1)C1=NC(=C(C(=N1)C(=O)N)C1=C(C(=CC=C1)Cl)Cl)C)C 2-(4-Amino-4-methylpiperidin-1-yl)-5-(2,3-dichlorophenyl)-6-methylpyrimidine-4-carboxamide